C1(CC1)N(C(OC(C)(C)C)=O)C1CCN(CC1)C=1C=2N(C(=CC1)C(NC=1C=C(C=3N(N1)C=C(N3)C)C)=O)N=C(C2)OC tert-butyl N-cyclopropyl-N-[1-[7-[(2,8-dimethylimidazo[1,2-b]pyridazin-6-yl)carbamoyl]-2-methoxy-pyrazolo[1,5-a]pyridin-4-yl]-4-piperidyl]carbamate